N-[3-fluoro-4-[(7-methoxy-1,5-naphthyridin-4-yl)oxy]phenyl]-1-(4-fluorophenyl)-4,5,6-trimethyl-2-oxopyridine-3-carboxamide FC=1C=C(C=CC1OC1=CC=NC2=CC(=CN=C12)OC)NC(=O)C=1C(N(C(=C(C1C)C)C)C1=CC=C(C=C1)F)=O